CC=1C=NC=2N(C1)C=C(N2)C(=O)O 6-methylimidazo[1,2-a]pyrimidine-2-carboxylic acid